N[C@H](CC1=CC=CC=C1)C(=O)N[C@@H](CS)C(=O)N[C@@H](CC1=CC=C(C=C1)O)C(=O)N[C@H](CC1=CNC2=CC=CC=C12)C(=O)N[C@@H](CCCCN)C(=O)N[C@@H]([C@H](O)C)C(=O)N[C@@H](CS)C(=O)N[C@@H]([C@H](O)C)C(=O)O D-phenylalanyl-L-cysteinyl-L-tyrosyl-D-tryptophyl-L-lysyl-L-threonyl-L-cysteinyl-L-threonine